OCC(=O)[C@H](O)CO (+)-erythrulose